CC(CCO)CCC(CCCCC)C 3,6-dimethylundecan-1-ol